ClC=1C(=NC=CC1C1=NC(=C(C=C1)CNCC1NC(CC1)=O)OC)C=1C(=C(C=CC1)NC(C1=NC=C(C=C1OC)CNCCO)=O)C N-(3-(3'-chloro-6-methoxy-5-((((5-oxopyrrolidin-2-yl)methyl)amino)methyl)-[2,4'-bipyridin]-2'-yl)-2-methylphenyl)-5-(((2-hydroxyethyl)amino)methyl)-3-methoxypicolinamide